COC1=C(C=C(C=C1)C(F)(F)F)N1C(N([C@H](C1)C#N)C1=CN=CC2=CC=C(C=C12)S(=O)(=O)C)=O (R)-1-(2-methoxy-5-(trifluoromethyl)phenyl)-3-(6-(methylsulfonyl)isoquinolin-4-yl)-2-oxoimidazoline-4-carbonitrile